2-(E)-(2-nitrobenzyl)-1-cyclopentanone [N+](=O)([O-])C1=C(CC2C(CCC2)=O)C=CC=C1